7-fluoro-3-(1-methyl-1H-4-pyrazolyl)-6-(1-(6-(pyridin-4-yl)-[1,2,3]triazolo[4,5-b]pyrazinyl)ethyl)quinoline FC1=C(C=C2C=C(C=NC2=C1)C=1C=NN(C1)C)C(C)C=1N=C2C(=NC1C1=CC=NC=C1)NN=N2